CN([C@@H]1CN(CC1)C(=O)C=1C=C2C(=NNC2=CC1)C#CC1=C(C=CC=C1)F)C (S)-(3-(dimethylamino)pyrrolidin-1-yl)(3-((2-fluorophenyl)ethynyl)-1H-indazol-5-yl)methanone